octahydrodimethylnaphthylethyltetramethyldisilane CC([Si]([SiH](C)CCC1CCCC2CCCC=C12)(C)C)C